FC1=C(C=CC(=C1)C1=CC=CC=2N(C(=NC21)C(F)(F)F)C)C(=O)N2CCOCC2 (2-fluoro-4-(1-methyl-2-(trifluoromethyl)-1H-benzimidazol-4-yl)phenyl)(morpholin-4-yl)methanone